(S)-1-(D-valyl)-N-(6-(trifluoromethoxy)benzo[d]thiazol-2-yl)pyrrolidine-2-carboxamide N[C@H](C(C)C)C(=O)N1[C@@H](CCC1)C(=O)NC=1SC2=C(N1)C=CC(=C2)OC(F)(F)F